C(#N)C1=CC(=NC2=C(C=C(C=C12)C)C(C)O)N1CCN(CC1)C(=O)OC(C)(C)C tert-butyl 4-[4-cyano-8-(1-hydroxyethyl)-6-methylquinolin-2-yl]piperazine-1-carboxylate